C[C@]12CC[C@@H]([C@@]([C@@H]1CC[C@@]3([C@@H]2CC=C4[C@]3(CC[C@@]5([C@H]4CC(CC5)(C)C)C(=O)O)C)C)(C)C=O)O The molecule is a sapogenin that is olean-12-en-28-oic acid substituted by a beta-hydroxy group at position 3 and an oxo group at position 23. It is a pentacyclic triterpenoid, a sapogenin, an aldehyde and a monocarboxylic acid. It derives from an oleanolic acid. It is a conjugate acid of a gypsogenin(1-).